FC(C1=C(C=CC(=N1)C1=CN(C2=NC=C(C=C21)F)S(=O)(=O)C2=CC=C(C)C=C2)F)F 3-[6-(Difluoromethyl)-5-fluoropyridin-2-yl]-5-fluoro-1-tosyl-1H-pyrrolo[2,3-b]pyridine